NC(C(=O)O)C(CCCC(=O)O)N 2,3-diaminoheptanedioic acid